C/C(/C=O)=C\CC\C(=C\CO)\C (E,E)-2,6-Dimethyl-8-hydroxy-2,6-octadienal